1-benzenesulfonyl-4-{[2-((2S)-2-hydroxypropionyl)-hexahydrocyclopenta[c]pyrrol-5-yl]-methyl-amino}-1H-pyrrolo[2,3-b]pyridine-5-carbonitrile C1(=CC=CC=C1)S(=O)(=O)N1C=CC=2C1=NC=C(C2N(C)C2CC1C(CN(C1)C([C@H](C)O)=O)C2)C#N